COC=1C(=C2C=CN(C2=C(C1)C)S(=O)(=O)C1=CC=C(C)C=C1)CN1C(CN(CC1)C)C1=CC=C(C(=O)OC)C=C1 methyl 4-(1-((5-methoxy-7-methyl-1-tosyl-1H-indol-4-yl)methyl)-4-methylpiperazin-2-yl)benzoate